BrC1=CC(=C(C=C1C)N1CCCCC1)[N+](=O)[O-] (4-bromo-5-methyl-2-nitrophenyl)piperidine